C1(CC1)C(C(=O)N1OCC[C@H]1C=1C=NC(=CC1)F)C 2-cyclopropyl-1-[(3S)-3-(6-fluoropyridin-3-yl)-1,2-oxazolidin-2-yl]propan-1-one